6-(5-(trifluoromethyl)pyridin-2-yl)thiazolo[4,5-b]pyrazin-2-amine FC(C=1C=CC(=NC1)C=1N=C2C(=NC1)N=C(S2)N)(F)F